5-Fluoro-4-[4-methyl-5-oxo-3-(prop-2-yl)-4,5-dihydro-1H-1,2,4-triazol-1-yl]-2-{[(2S)-4-methylpent-2-yl]oxy}-N-(1,3-oxazol-2-yl)benzamide FC=1C(=CC(=C(C(=O)NC=2OC=CN2)C1)O[C@@H](C)CC(C)C)N1N=C(N(C1=O)C)C(C)C